C(C)(C)C1=C(C(=CC=C1)C(C)C)N1C(N(C=C1)C1=C(C=CC=C1C(C)C)C(C)C)[Pd-2](C1=NC=CC=C1Cl)(Cl)Cl [1,3-bis(2,6-diisopropylphenyl)imidazol-2-yl](3-chloropyridyl)palladium (II) dichloride